FC12CC(C1)(C2)CNCC=2C=CC=1N(C2)C=C(N1)CN1C(C2=CN=CC(=C2C=C1)N1CC2(C1)CCOCC2)=O 2-[(6-{[((3-fluorobicyclo[1.1.1]pentan-1-yl)methyl)amino]methyl}imidazo[1,2-a]pyridin-2-yl)methyl]-5-{7-oxa-2-azaspiro[3.5]nonan-2-yl}-1,2-dihydro-2,7-naphthyridin-1-one